NC1=NNC(C2=C1N(C=C2[C@H]2CN(CC2)C(C#CC)=O)C2=CC=C(C=C2)OC2=C(C(=CC=C2)[2H])F)=O (S)-7-Amino-3-(1-(but-2-ynoyl)pyrrolidin-3-yl)-1-(4-(2-fluorophenoxy-3-d)phenyl)-1,5-dihydro-4H-pyrrolo[2,3-d]pyridazin-4-on